benzyl-sulfamic acid [5-(4-bromophenyl)-6-chloro-pyrimidin-4-yl]-amide BrC1=CC=C(C=C1)C=1C(=NC=NC1Cl)NS(NCC1=CC=CC=C1)(=O)=O